C(C1=CC=CC=C1)SC1=C(C(=C(C(=C1C)C)O)C)C 4-(benzylthio)-2,3,5,6-tetramethylphenol